NC1=C(C(=O)N(C)C)C=CC=C1Br 2-amino-3-bromo-N,N-dimethylbenzamide